N-(oxetan-3-yl)amine O1CC(C1)N